1-(4-methoxynaphthalene-1-yl)-2-(2-fluorophenyl)ethane Ruthenium (III) chloride [Ru](Cl)(Cl)Cl.COC1=CC=C(C2=CC=CC=C12)CCC1=C(C=CC=C1)F